6-(4-fluorophenyl)-1-[4-fluoro-2-(2,2,2-trifluoroethoxy)phenyl]-6,7-dihydro-1H-pyrrolo[3,4-c]pyridazine-3,5(2H,4H)-dione FC1=CC=C(C=C1)N1CC=2N(NC(CC2C1=O)=O)C1=C(C=C(C=C1)F)OCC(F)(F)F